NC=1C=C(C=CC1)OB(O)O (3-aminophenyl)boric acid